beta-naphthylethyl ether C1=CC=C2C=C(C=CC2=C1)CCOCCC3=CC4=CC=CC=C4C=C3